C(CCCCCCC)C(CCCCCCCC)OC(CCCCCCOC(=O)[C@H]1N(CC(C1)O)CCCCCC(OCCCCCCCCCCC)=O)=O [7-(1-octylnonoxy)-7-oxo-heptyl](2S)-4-hydroxy-1-(6-oxo-6-undecoxy-hexyl)pyrrolidine-2-carboxylate